N-tert-butoxycarbonyl-N-[3-[2-(dimethylamino)ethyl]-4-nitro-phenyl]carbamic acid tert-butyl ester C(C)(C)(C)OC(N(C1=CC(=C(C=C1)[N+](=O)[O-])CCN(C)C)C(=O)OC(C)(C)C)=O